CC=1C=CC2=C(N=NC=3C=CC=CC23)C1 3-Methylbenzo[C]cinnoline